FC(CC(C)NC1=NNC2=NC=CC(=C21)OC2=C(C=C(C=C2)NC(=O)C=2C(N(N=CC2)C2=CC=C(C=C2)F)=O)F)F N-(4-((3-((4,4-difluorobutan-2-yl)amino)-1H-pyrazolo[3,4-b]pyridin-4-yl)oxy)-3-fluorophenyl)-2-(4-fluorophenyl)-3-oxo-2,3-dihydropyridazine-4-carboxamide